proline, methylamide CNC([C@H]1NCCC1)=O